C(C)(C)(C)C1=CC=C(C=C1)CC(=O)OC methyl 4-TERT-butylphenylacetate